C(#N)C1=CNC2=CC=CC(=C12)C 3-cyano-4-methyl-1H-indole